9-(4-((1-(3-Fluoropropyl)azetidin-3-yl)methyl)phenyl)-8-(3-(2,2,2-trifluoroethyl)phenyl)-6,7-dihydro-5H-benzo[7]annulen FCCCN1CC(C1)CC1=CC=C(C=C1)C1=C(CCCC2=C1C=CC=C2)C2=CC(=CC=C2)CC(F)(F)F